FC1=CC(=C(C=C1C1=CCCN(C1)C1=NC=C(C=N1)CO)NC(=O)C1=CNC(C=C1C(F)(F)F)=O)N1C[C@H](N([C@H](C1)C)C)C |r| N-[4-fluoro-5-[1-[5-(hydroxymethyl)pyrimidin-2-yl]-3,6-dihydro-2H-pyridin-5-yl]-2-[rac-(3R,5S)-3,4,5-trimethylpiperazin-1-yl]phenyl]-6-oxo-4-(trifluoromethyl)-1H-pyridine-3-carboxamide